CN(C(=O)OC=1C(=CC(=C(C1)SSSC1=C(C=C(C(=C1)OC(N(C)C)=O)C)C)C)C)C bis(5-dimethylcarbamoyloxy-2,4-dimethylphenyl) trisulfide